4-amino-7-{(1R)-1-[1-(2,4-difluorophenyl)-1H-pyrazol-4-yl]propyl}-5-[2-(trifluoromethyl)pyrimidin-5-yl]-7H-pyrrolo[2,3-d]pyrimidine-6-carbonitrile NC=1C2=C(N=CN1)N(C(=C2C=2C=NC(=NC2)C(F)(F)F)C#N)[C@H](CC)C=2C=NN(C2)C2=C(C=C(C=C2)F)F